8-phenyl-N-(4-(piperazin-1-yl)phenyl)pyrido[3,4-d]pyrimidin-2-amine C1(=CC=CC=C1)C1=NC=CC2=C1N=C(N=C2)NC2=CC=C(C=C2)N2CCNCC2